[Cl-].ClCC(C[N+](C)(C)CCCCCCCCCCCC)O 3-chloro-2-hydroxypropyldodecyldimethylammonium chloride